CO[C@@H](C(=O)N)C1(CCOC2(CCC=C2)C1)C1=NC=CC=C1 methoxy-(R)-2-(9-(pyridin-2-yl)-6-oxaspiro[4.5]decen-9-yl)acetamide